N-(2-cyclopropyl-4-iodo-5-methylphenyl)-N-(6-methyl-7-oxo-6,7-dihydro-5H-pyrrolo[3,4-b]pyridin-2-yl)pent-2-ynamide C1(CC1)C1=C(C=C(C(=C1)I)C)N(C(C#CCC)=O)C1=CC=C2C(=N1)C(N(C2)C)=O